2-(2,6-dioxopiperidin-3-yl)isoindole-1,3-dione trihydrochloride Cl.Cl.Cl.O=C1NC(CCC1N1C(C2=CC=CC=C2C1=O)=O)=O